O1C2=C(OCC1)C=C(C=C2)C(=O)NC=2C=CC(=C(C2)NC(=O)C=2C=C1C=CC(=NC1=CC2)CN(C(OC(C)(C)C)=O)C)C tert-butyl ((6-((5-(2,3-dihydrobenzo[b][1,4]dioxine-6-carboxamido)-2-methylphenyl)carbamoyl)quinolin-2-yl)methyl)(methyl)carbamate